ClC1=C(C(=O)NC2=CC=C(C=C2)NC2=NC(=NC=C2F)NC2=CC=C(C(=O)O)C=C2)C=CC=C1 4-((4-((4-(2-chlorobenzamido)phenyl)amino)-5-fluoropyrimidin-2-yl)amino)benzoic acid